2-(4-amino-6-(trifluoromethoxy)-9H-pyrimido[4,5-b]indol-9-yl)acetic acid NC1=NC=NC=2N(C3=CC=C(C=C3C21)OC(F)(F)F)CC(=O)O